2-(2-Methoxyethoxy)ethyl 5-chloro-2-((pyrazolo[1,5-a]pyrimidine-3-carboxamido)methyl)benzofuran-7-carboxylate ClC=1C=C(C2=C(C=C(O2)CNC(=O)C=2C=NN3C2N=CC=C3)C1)C(=O)OCCOCCOC